C1(=CC=CC=C1)C[C@H](C1=CC=C(C=C1)C=C)\N=C(\C1=CC=C(C=C1)C(F)(F)F)/C#N (R,Z)-N-(2-phenyl-1-(4-vinylphenyl)ethyl)-4-(trifluoromethyl)benzimidoyl cyanide